FCSC1=NC=CC=C1 2-((fluoromethyl)thio)pyridine